OC=1C(=CC2=C(N=C(O2)C2CCC(CC2)CO)C1)NC(=O)C1=NC(=CC=C1)C(F)(F)F N-[5-hydroxy-2-[4-(hydroxymethyl)cyclohexyl]-1,3-benzoxazol-6-yl]-6-(trifluoromethyl)pyridine-2-carboxamide